(3-(Acetoxymethyl)-2-(7,7-dimethyl-1-oxo-1,6,7,8-tetrahydro-2H-cyclopenta[4,5]pyrrolo[1,2-d][1,2,4]triazin-2-yl)pyridin-4-yl)boronic acid C(C)(=O)OCC=1C(=NC=CC1B(O)O)N1N=CN2C(C1=O)=CC1=C2CC(C1)(C)C